C(C)(=O)C1=NN(C2=CC=C(C=C12)C=1C=NC(=NC1)C)CC(=O)N1[C@@H](C[C@H](C1)F)C(=O)NC=1C(=C(C=CC1)C1=C(C=CC(=C1)C(N)=O)Cl)F (2S,4R)-1-(2-(3-acetyl-5-(2-methylpyrimidin-5-yl)-1H-indazol-1-yl)acetyl)-N-(5'-carbamoyl-2'-chloro-2-fluorobiphenyl-3-yl)-4-fluoropyrrolidine-2-carboxamide